C(=O)(OCC1C2=CC=CC=C2C2=CC=CC=C12)C([C@@H]1CC[C@H](CC1)C(=O)O)N trans-4-(Fmoc-aminomethyl)-cyclohexanecarboxylic acid